(R)-N-(7-bromo-5-((1-((4-methoxyphenyl)diphenylmethoxy)propan-2-yl)oxy)quinazolin-4-yl)benzo[d]thiazol-6-amine BrC1=CC(=C2C(=NC=NC2=C1)NC1=CC2=C(N=CS2)C=C1)O[C@@H](COC(C1=CC=CC=C1)(C1=CC=CC=C1)C1=CC=C(C=C1)OC)C